Cl.N1CCC(CC1)N1N=CC(=N1)C1=CN(CCS1)C1=C2N=CNC2=NC=N1 6-(2-(piperidin-4-yl)-2H-1,2,3-triazol-4-yl)-4-(9H-purin-6-yl)-3,4-dihydro-2H-1,4-thiazine hydrochloride